C(C)[C@]1(C(OCC=2C(N3CC=4C(=NC=5C=C(C(=C6C5C4[C@H](CC6)NS(=O)(=O)CCC(=O)O)C)F)C3=CC21)=O)=O)O 3-(N-((1S,9S)-9-ethyl-5-fluoro-9-hydroxy-4-methyl-10,13-dioxo-2,3,9,10,13,15-hexahydro-1H,12H-benzo[de]pyrano[3',4':6,7]indolizino[1,2-b]quinolin-1-yl)sulfamoyl)propionic acid